tert-butyl 2-(chloromethyl)benzimidazole-1-carboxylate ClCC1=NC2=C(N1C(=O)OC(C)(C)C)C=CC=C2